N-(2-(5-fluoro-4-methoxy-1H-indazol-3-yl)ethyl)-N-methylcyclopropanamine FC=1C(=C2C(=NNC2=CC1)CCN(C1CC1)C)OC